BrCC1=C(C=C(C=C1F)C)F (bromomethyl)-1,3-difluoro-5-methylbenzene